O=C(NC)CNC(CNC(CNC(CCCCC)=O)=O)=O 3,6,9,12-tetraoxo-2,5,8,11-tetraazaheptadecane